BrCCCC([Si](C(C)(C)C)(C)C)=O 7-bromo-2,2,3,3-tetramethyl-4-oxo-3-sila-heptane